OC[C@@H](C(=O)O)CCC (S)-2-HYDROXYMETHYL-PENTANOIC ACID